N-Cyclohexylbenzothiazol-2-sulfenamid C1(CCCCC1)NSC=1SC2=C(N1)C=CC=C2